COC=1C(=CC2=CN(N=C2C1)C)NC(=O)C1=NC=CN=C1 N-(6-methoxy-2-methyl-indazol-5-yl)pyrazine-2-carboxamide